BrC(=C(F)F)C(C(F)F)F 2-bromo-1,1,3,4,4-pentafluorobut-1-ene